FC1=C(C=C(C=C1)N[C@H](C(=O)N(C)C)[C@@H](C)C1=CC=CC=C1)OC (2S,3S)-2-((4-Fluoro-3-methoxyphenyl)amino)-N,N-dimethyl-3-phenylbutanamide